4-isopropyl-6-((((2-methoxyethyl)thio)methyl)thio)-[2,3'-bipyridine]-5-carbonitrile C(C)(C)C1=CC(=NC(=C1C#N)SCSCCOC)C=1C=NC=CC1